tetrakis(2,4-di-t-butylphenyl)(1,1-biphenyl)-4,4'-diyl bisphosphonite P(OC1=C(C(=C(C(=C1C1=C(C=C(C=C1)C(C)(C)C)C(C)(C)C)C1=C(C=C(C=C1)C(C)(C)C)C(C)(C)C)C1=CC=C(C=C1)OP[O-])C1=C(C=C(C=C1)C(C)(C)C)C(C)(C)C)C1=C(C=C(C=C1)C(C)(C)C)C(C)(C)C)[O-]